BrC=1C(=NC2=CC=CC=C2N1)C12C(C(C1)(C2)C(=O)OC(C)C)B2OC(C(O2)(C)C)(C)C isopropyl 3-(3-bromoquinoxalin-2-yl)-2-(4,4,5,5-tetramethyl-1,3,2-dioxaborolan-2-yl)bicyclo[1.1.1]pentane-1-carboxylate